methyl 4-((R)-7-((S)-5-(2-aminopyridin-3-yl)-2-((tert-butoxycarbonyl)amino)pent-4-ynamido)-5-azaspiro[2.4]heptan-5-yl)butanoate NC1=NC=CC=C1C#CC[C@@H](C(=O)N[C@H]1CN(CC12CC2)CCCC(=O)OC)NC(=O)OC(C)(C)C